2,2'-methylene-bis(4-ethyl-6-t-butylphenol) C(C1=C(C(=CC(=C1)CC)C(C)(C)C)O)C1=C(C(=CC(=C1)CC)C(C)(C)C)O